OC1=C(C=CC(=C1)O)C(/C=C/C1=CC(=C(OCC(=O)NC2=CC=CC=C2)C=C1)OCC)=O 2-[4-[(E)-3-(2,4-Dihydroxyphenyl)-3-oxoprop-1-enyl]-2-ethoxyphenoxy]-N-phenylacetamide